2-chloro-6-benzothiazolecarboxylic acid ClC=1SC2=C(N1)C=CC(=C2)C(=O)O